N1CCC(CC1)CCCC1CCNCC1 1,3-bis-4-piperidinylpropane